tetrahydro-[1,4]oxazepino[2,3-c]quinolin N1CCCOC=2C=NC=3C=CC=CC3C21